4'-ethylbiphenyl-4-carboxylic acid C(C)C1=CC=C(C=C1)C1=CC=C(C=C1)C(=O)O